CNC1CS(CC1)(=O)=O 3-(methylamino)tetrahydrothiophene 1,1-dioxide